1-(4-methylpyrazin-3-yl)methylamine hydrochloride Cl.CN1C(C=NC=C1)CN